S1C(=NC2=C1C=CC=C2)NC(=O)C=2C=CC=C1CCN(CC21)C2=CC=C(C(=N2)C(=O)O)C=2C=NN(C2C)CC2=C(C=CC=C2)OCCOC 6-[8-(1,3-benzothiazol-2-ylcarbamoyl)-3,4-dihydroisoquinolin-2(1H)-yl]-3-{1-[2-(2-methoxyethoxy)benzyl]-5-methyl-1H-pyrazol-4-yl}pyridine-2-carboxylic acid